trifluoropropyl-sulfonic acid FC(CCS(=O)(=O)O)(F)F